ClC=1C=C2C(=CC(=NC2=CC1)C(F)(F)F)N[C@@H]1C[C@@H](CCC1)NC(=O)C=1C=C2C=CC(OC2=CC1)=O N-[(1R,3S)-3-{[6-chloro-2-(trifluoromethyl)quinolin-4-yl]amino}cyclohexyl]-2-oxo-2H-chromen-6-carboxamide